1-(2-chloroethoxy)-2,3-difluorobenzene ClCCOC1=C(C(=CC=C1)F)F